C(C)(=O)C1=C(C=C(C=C1)Cl)C=1C(=NN(C(C1)=O)C(C(=O)NC1=CC=C(C(=O)O)C=C1)CC1=CC=C(C=C1)C)OC 4-(2-(4-(2-acetyl-5-chlorophenyl)-3-methoxy-6-oxopyridazine-1(6H)-yl)-3-(p-tolyl)propanamido)benzoic acid